(R)-2-((1-(2-(1-(4-cyanophenyl)piperidin-4-yl)-3,7-dimethyl-4-oxo-4H-pyrido[1,2-a]pyrimidin-9-yl)ethyl)amino)benzoic acid C(#N)C1=CC=C(C=C1)N1CCC(CC1)C=1N=C2N(C(C1C)=O)C=C(C=C2[C@@H](C)NC2=C(C(=O)O)C=CC=C2)C